ClC1=CC=C(OCC2=NN=C(S2)NC(=O)C2=CN=CN2C2=C(C=CC=C2)Cl)C=C1 N-(5-((4-chlorophenoxy)methyl)-1,3,4-thiadiazol-2-yl)-1-(2-chlorophenyl)-1H-imidazole-5-carboxamide